C(#C)N(S(=O)(=O)C1=C(C=C(C=C1)NCC1=CC=C(C=C1)I)C)C N-ethynyl-N-methyl-4-(4-iodophenyl)methylamino-methylbenzenesulfonamide